carbon disulfid C(=S)=S